[Na+].FC1=C(C=C(C=C1)N1CCOCC1)CS(=O)(=O)[O-] (2-fluoro-5-morpholinophenyl)methanesulfonic acid sodium salt